1,1'-(pentan-1,5-diyl)bis(1-Methylpiperidin-1-ium) C(CCCC[N+]1(CCCCC1)C)[N+]1(CCCCC1)C